1,12-bis(4-aminophenoxy)dodecane NC1=CC=C(OCCCCCCCCCCCCOC2=CC=C(C=C2)N)C=C1